NC1=NC2=CC(=CC=C2C=C1)CN(C(=O)C=1C=NN2C1C=CC=C2)C=2C(=NC=CC2)S(=O)(=O)C N-[(2-aminoquinolin-7-yl)methyl]-N-(2-methanesulfonylpyridin-3-yl)pyrazolo[1,5-a]pyridine-3-carboxamide